FC1(CCN(CC1)C(=O)C1=CC2=C(N(N=N2)C2=CC=C(C(=O)/N=C/N(C)C)C=C2)C=C1)F (E)-4-(5-(4,4-difluoropiperidine-1-carbonyl)-1H-benzo[d][1,2,3]triazol-1-yl)-N-((dimethylamino)methylene)benzamide